N-(5-(benzyloxy)-1-(6-methyl-4,8-dioxo-1,3,6,2-dioxazaborocan-2-yl)pent-2-yn-1-yl)-4-nitrobenzenesulfonamide C(C1=CC=CC=C1)OCCC#CC(B1OC(CN(CC(O1)=O)C)=O)NS(=O)(=O)C1=CC=C(C=C1)[N+](=O)[O-]